2-[6-bromo-4-[2-cis-fluorocyclopropyl]oxy-1-oxophthalazin-2-yl]-N-(5-fluoropyrimidin-2-yl)acetamide BrC=1C=C2C(=NN(C(C2=CC1)=O)CC(=O)NC1=NC=C(C=N1)F)OC1(CC1)F